BrC1=C(C=C(C=C1)OC)C(F)F 1-bromo-2-(difluoromethyl)-4-methoxybenzene